NC=1NC(C2=C(N1)NC(=C2)CCSC2=CC=C(C(=O)N[C@H](C(=O)OC(C)(C)C)CCC(NCCOCCOCCOCCOCC#C)=O)C=C2)=O tert-butyl (2S)-2-[[4-[2-(2-amino-4-oxo-3,7-dihydropyrrolo[2,3-d]pyrimidin-6-yl)ethylsulfanyl]benzoyl]amino]-5-oxo-5-[2-[2-[2-(2-prop-2-ynoxyethoxy)ethoxy]ethoxy]ethylamino]pentanoate